B([O-])([O-])[O-].ClC=1C(=C(C(C(=O)[O-])=CC1)O)Cl.C(C)[N+](C)(CC)CC.C(C)[N+](CC)(CC)C.C(C)[N+](CC)(CC)C.C(C)[N+](CC)(CC)C triethylmethylammonium dichlorosalicylate borate